5-methyl-1-pentyl-2-phenyl-1,2-dihydro-3H-pyrazol-3-one CC1=CC(N(N1CCCCC)C1=CC=CC=C1)=O